4-{[1-(4-Difluoromethoxy-benzenesulfonyl)-1,2,3,4-tetrahydro-quinoline-7-carbonyl]-amino}-2-fluoro-benzoic acid FC(OC1=CC=C(C=C1)S(=O)(=O)N1CCCC2=CC=C(C=C12)C(=O)NC1=CC(=C(C(=O)O)C=C1)F)F